FC=1C=C(C=CC1F)S(=NC(C1=CC=C(C=C1)C1=NOC(=N1)C(F)(F)F)=O)(=O)C N-((3,4-difluorophenyl)(methyl)(oxo)-λ6-sulfaneylidene)-4-(5-(trifluoromethyl)-1,2,4-oxadiazol-3-yl)benzamide